FC(C(C(F)(F)F)(O)CN1N=CC2=C(C(=CC=C12)[N+](=O)[O-])C)(F)F 1,1,1,3,3,3-hexafluoro-2-((4-methyl-5-nitro-1H-indazol-1-yl)methyl)propan-2-ol